OC[C@@]1(COC[C@@H](O1)N1C=2N=C(NC(C2N=C1)=O)NC(C(C)C)=O)CO[Si](C(C)C)(C(C)C)C(C)C N-[9-[(2R,6R)-6-(hydroxymethyl)-6-(triisopropylsilyloxymethyl)-1,4-dioxan-2-yl]-6-oxo-1H-purin-2-yl]-2-methyl-propanamide